2-(4-(1-(4-fluorophenyl)-1H-pyrazole-4-yl)phenyl)acetic acid FC1=CC=C(C=C1)N1N=CC(=C1)C1=CC=C(C=C1)CC(=O)O